NC=1C=C(C=C2C=C(N=CC12)NC(=O)NC)C=1C=NC=CC1C 1-[8-amino-6-(4-methyl-3-pyridinyl)-3-isoquinolinyl]-3-methyl-urea